Cl.CS(=O)(=O)F methanesulfonyl fluoride hydrochloride